N1(CCC2CNCCC21)C2=CC=C(N=N2)C2=C(C=C(C=C2)C=2C=NNC2)O 2-(6-(octahydro-1H-pyrrolo[3,2-c]pyridin-1-yl)pyridazin-3-yl)-5-(1H-pyrazol-4-yl)-phenol